RAC-(3R)-3-[4-(4-{[6-({1-[6-(2-HYDROXYPHENYL)PYRIDAZIN-4-YL]-4-PHENYLPIPERIDIN-4-YL}METHYL)-2,6-DIAZASPIRO[3.3]HEPTAN-2-YL]METHYL}PIPERIDIN-1-YL)PHENYL]PIPERIDINE-2,6-DIONE OC1=C(C=CC=C1)C1=CC(=CN=N1)N1CCC(CC1)(C1=CC=CC=C1)CN1CC2(CN(C2)CC2CCN(CC2)C2=CC=C(C=C2)[C@@H]2C(NC(CC2)=O)=O)C1 |r|